N(=[N+]=[N-])CC1=COC2=C1C=C(C=C2Cl)Br 3-(azidomethyl)-5-bromo-7-chlorobenzofuran